6-bromo-N-methyl-5-((4-(trifluoromethyl)benzyl)amino)pyrazine-2-sulfonamide BrC1=C(N=CC(=N1)S(=O)(=O)NC)NCC1=CC=C(C=C1)C(F)(F)F